C(#N)N=C(NCCCN1C=NC(=C1)C)NC1=CC=CC2=CC=CC=C12 2-Cyano(3-(4-methyl-1H-imidazol-1-yl)propyl)-3-(naphthalen-1-yl)guanidin